ClC1=CC=C(C(=N1)C=1C=C(C2=C(COB2O)C1)F)N[C@H](C)C=1C=C(C=C2C(C(=C(OC12)N1CCC(CC1)(F)F)C)=O)C 8-[(1R)-1-[[6-chloro-2-(7-fluoro-1-hydroxy-3H-2,1-benzoxaborol-5-yl)-3-pyridyl]amino]ethyl]-2-(4,4-difluoro-1-piperidyl)-3,6-dimethyl-chromen-4-one